1-[(2-fluorophenyl)methyl]-N-[rac-(6S)-2-cyclopropyl-4-methyl-5-oxo-7,8-dihydro-6H-pyrazolo[1,5-a][1,3]diazepin-6-yl]-1,2,4-triazole-3-carboxamide FC1=C(C=CC=C1)CN1N=C(N=C1)C(=O)N[C@@H]1C(N(C=2N(CC1)N=C(C2)C2CC2)C)=O |r|